OC=1C=C(C=CC1O)/C=C/C(=O)C1=CC=C(C=C1)NC(C(C)C)=O N-[4-[(E)-3-(3,4-Dihydroxyphenyl)prop-2-enoyl]phenyl]-2-methylpropanamide